ClC=1C(=NC=CC1SC=1N=CC(=NC1)N1CCC2(CC1)[C@@H](C1=CC=CC=C1C2)N[S@](=O)C(C)(C)C)OC (R)-N-((S)-1'-(5-((3-chloro-2-methoxypyridin-4-yl)thio)pyrazin-2-yl)-1,3-dihydrospiro[indene-2,4'-piperidin]-1-yl)-2-methylpropane-2-sulfinamide